N-[(1R)-1-(dicyclohexylmethyl)-2-[[5-(3,5-dimethyl-1H-pyrazol-4-yl)-2-pyridinyl]amino]-2-oxo-ethyl]-2-isopropyl-pyrazole-3-carboxamide C1(CCCCC1)C([C@H](C(=O)NC1=NC=C(C=C1)C=1C(=NNC1C)C)NC(=O)C=1N(N=CC1)C(C)C)C1CCCCC1